OC1=CC=C(C=C1)CCC(C=CC=CC1=CC=C(C=C1)O)=O 1,7-bis(4-hydroxyphenyl)hepta-4,6-dien-3-one